C(C1=CC=CC=C1)OC1=C(N2C(C3=C(C=CC=C13)N1CCCCC1)=NC=N2)C(=O)OC methyl 6-(benzyloxy)-10-(piperidin-1-yl)-[1,2,4]triazolo[5,1-a]isoquinoline-5-carboxylate